(R) and (S)-5-(1,2-Dihydroxypropan-2-yl)-3-fluorothiophene-2-sulfonamide OC[C@@](C)(O)C1=CC(=C(S1)S(=O)(=O)N)F |r|